C(CC1CO1)[Si](OC)(OC)OC (3,4-epoxybutyl)trimethoxysilane